C1(=CC=CC=C1)P(C1=CC=CC=C1)C1=CC=CC=C1.C1(=CC=CC=C1)P(C1=CC=CC=C1)C1=CC=CC=C1.C1(=CC=CC=C1)P(C1=CC=CC=C1)C1=CC=CC=C1.C1(=CC=CC=C1)P(C1=CC=CC=C1)C1=CC=CC=C1.[Pd] Palladium(0) tetrakis(triphenylphosphine)